[N+](=O)([O-])C1=CC=C(C=N1)OC1=CC=C(C=C1)NC(=O)NC1=CC=CC=C1 1-(4-((6-nitropyridin-3-yl)oxy)phenyl)-3-phenylurea